FC=1C=C(C2=C(N=CS2)C1)N1CC2(CN(C2)C(=O)C2(CC2)C(F)(F)F)C(C1)COCC1=C(C(=O)OC(C)(C)C)C(=CC=C1)C1CCC(CC1)C(F)(F)F tert-butyl 2-(((6-(5-fluorobenzo[d]thiazol-7-yl)-2-(1-(trifluoromethyl)cyclopropane-1-carbonyl)-2,6-diazaspiro[3.4]octan-8-yl)methoxy)methyl)-6-(4-(trifluoromethyl)cyclohexyl)benzoate